CN1N=C(C=C1C)CN1C[C@@H]2[C@H](C1)CC(C2)NC2=CC=C(N=N2)C2=CC=C(C=C2)NC(C)=O N-(4-(6-(((3aR,5s,6aS)-2-((1,5-dimethyl-1H-pyrazol-3-yl)methyl)octahydrocyclopenta[c]pyrrol-5-yl)amino)pyridazin-3-yl)phenyl)acetamide